1-hydroxymethylbenzimidazole OCN1C=NC2=C1C=CC=C2